4-fluoropyrrole-2-carboxylic acid FC=1C=C(NC1)C(=O)O